FC1=CC=C(C=C1)C1=CC(=CC=C1)CN(C1=CC=2OC(C(=CC2S1)C(=O)O)=O)C 2-(((4'-fluoro-[1,1'-biphenyl]-3-yl)methyl)(methyl)amino)-5-oxo-5H-thieno[3,2-b]pyran-6-carboxylic acid